C(C)(C)(C)NS(=O)(=O)C=1SC(=C(C1C1=CC=C(C=C1)CCl)F)CC(C)C N-(tert-butyl)-3-(4-(chloromethyl)phenyl)-4-fluoro-5-isobutyl-thiophene-2-sulfonamide